N-(2-bromo-6-chloropyridin-3-yl)-6-ethoxypyridin-carboxamide BrC1=NC(=CC=C1NC(=O)C1=NC(=CC=C1)OCC)Cl